N-(3-(2,5-bis(difluoromethoxy)phenyl)-1-((2-(1-methylazetidin-3-yl)-2H-tetrazol-5-yl)methyl)-1H-pyrazol-4-yl)pyrazolo[1,5-a]pyrimidine-3-carboxamide FC(OC1=C(C=C(C=C1)OC(F)F)C1=NN(C=C1NC(=O)C=1C=NN2C1N=CC=C2)CC=2N=NN(N2)C2CN(C2)C)F